FC=1C=C(C=CC1F)C(CCC#N)O 4-(3,4-difluorophenyl)-4-hydroxybutyronitrile